3-iodo-1H-pyrazolo[3,4-d]-pyrimidin-4-amine IC1=NNC2=NC=NC(=C21)N